methyl 3-((2-((4-(4-(dimethylamino)piperidin-1-yl)-3-methoxyphenyl)amino)-5-methylthieno[2,3-d]pyrimidin-4-yl)amino)benzoate CN(C1CCN(CC1)C1=C(C=C(C=C1)NC=1N=C(C2=C(N1)SC=C2C)NC=2C=C(C(=O)OC)C=CC2)OC)C